C(C1=CC=CC=C1)N1CCC(CC1)(O[Si](C)(C)C)CN (1-benzyl-4-(trimethylsilyloxy)piperidin-4-yl)methanamine